N-((3R,4S)-3-(CYCLOPROPYLMETHOXY)CHROMAN-4-YL)-6-(TRIFLUOROMETHYL)-7H-PYRROLO[2,3-D]PYRIMIDIN-4-AMINE C1(CC1)CO[C@H]1COC2=CC=CC=C2[C@@H]1NC=1C2=C(N=CN1)NC(=C2)C(F)(F)F